FC=1C=C(C=CC1C(F)(F)F)C=1SC(=C(N1)C)CSC1=CC(=C(OCC(=O)O)C=C1)C [4-[[[2-[3-fluoro-4-(trifluoromethyl)phenyl]-4-methyl-5-thiazolyl]methyl]thio]-2-methyl-phenoxy]acetic acid